5-(1-((6-((R)-3-((cyclobutylmethyl)amino)piperidin-1-yl)pyridazin-3-yl)methyl)-1H-1,2,3-triazol-4-yl)nicotinonitrile C1(CCC1)CN[C@H]1CN(CCC1)C1=CC=C(N=N1)CN1N=NC(=C1)C=1C=NC=C(C#N)C1